2-chlorophenylethanone ClC1=C(C=CC=C1)C(C)=O